O[C@@H]1CC[C@H](CC1)C(=O)N(C1=CC(=CC=C1)N1CC(C1)COC)C[C@@H]1CC[C@H](CC1)C1=CC(=C(C=C1)OC)C trans-4-Hydroxy-N-((trans-4-(4-methoxy-3-methylphenyl)cyclohexyl)methyl)-N-(3-(3-(methoxymethyl)azetidin-1-yl)phenyl)cyclohexanecarboxamide